bis-(4-chloro-3-sulfophenyl) sulfon ClC1=C(C=C(C=C1)S(=O)(=O)C1=CC(=C(C=C1)Cl)S(=O)(=O)O)S(=O)(=O)O